COCCN1N=CC(=C1)C(=O)N 1-(2-methoxyethyl)-1H-pyrazole-4-carboxamide